C(C1=CC=CC=C1)OC(=O)N(CCC(=O)OC(C)(C)C)CCN(C(=O)OCCl)C(=O)OCC1=CC=CC=C1 tert-butyl 3-(((benzyloxy)carbonyl)(2-(((benzyloxy)carbonyl)((chloromethoxy)carbonyl)amino)ethyl)amino)propanoate